C(C=C)OC1=C(C=CC=C1)CC#N 2-(2-allyloxyphenyl)acetonitrile